ClC1=CC(=CC(=N1)[C@H](CC(=O)O)NC([C@H](CC(C)C)N1C(C=C(C(=C1)CCN(C)C)C(F)(F)F)=O)=O)C1=C(C=NC=C1C)C |o1:14| (S)-3-(6-chloro-3',5'-dimethyl-[4,4'-bipyridin]-2-yl)-3-((S*)-2-(5-(2-(dimethylamino)ethyl)-2-oxo-4-(trifluoromethyl)pyridin-1(2H)-yl)-4-methylpentanamido)propanoic acid